CCC(CC)OC(C(=O)O)(CCCCCCC(CCCCCCCC(=O)O)NCC1OCCC1)OC(CC)CC bis(3-pentyloxy)9-(((tetrahydrofuran-2-yl)methyl)amino)heptadecanedioic acid